ClC=1C(N(N=CC1C=1C=NNC1)CC1=NC(=NO1)CCC1=CC=C(C=C1)Cl)=O 4-chloro-2-((3-(4-chlorophenethyl)-1,2,4-oxadiazol-5-yl)methyl)-5-(1H-pyrazol-4-yl)pyridazin-3(2H)-one